ClC=1C=C(C=CC1O)C=CCC1=CC=C(C=C1)N(C)C 3-(3-Chloro-4-hydroxyphenyl)-1-[4-(dimethylamino)phenyl]prop-2-en